S1C(=NC2=C1C=CC=C2)NC2=C(C=C(N=N2)N(C=2SC(=C(N2)C(=O)O)C2CCN(CC2)C(CC2=CC=CC=C2)=O)C)C 2-({6-[(1,3-benzothiazol-2-yl)amino]-5-methylpyridazin-3-yl}(methyl)amino)-5-[1-(2-phenylacetyl)piperidin-4-yl]-1,3-thiazole-4-carboxylic acid